NC1=CC=C(C=C1)CC(C)C1=C(C=CC=C1)C(C)CC1=CC=C(C=C1)N 1,2-bis[(4-aminophenyl)-2-propyl]benzene